(l)-3,4-dimethoxycinnamoyl chloride COC=1C=C(C=CC(=O)Cl)C=CC1OC